The molecule is a Fe(III)-complexed hydroxamate siderophore comprising equimolar amounts of iron(3+) and desferrioxamine B(3-) It has a role as an Escherichia coli metabolite. It contains an iron(3+) and a desferrioxamine B(3-). CC(=O)N(CCCCCNC(=O)CCC(=O)N(CCCCCNC(=O)CCC(=O)N(CCCCCN)O)O)O.[Fe]